C1(=CC=CC=C1)[Si](C1=CC=C(C=C1)C1(C2=CC=CC=C2C=2C=CC=CC12)C1=CC=CC=C1)(C1=CC=CC=C1)C1=CC=CC=C1 triphenyl-(4-(9-phenyl-9H-fluoren-9-yl)phenyl)silane